C(C)C1=CC(=NC=C1)C(=O)O 4-ethylpicolinic acid